N=1C=CN2C1C=C(C=C2)C2=C(C=CC(=N2)C#N)C2=CN=C(O2)CC(C(F)(F)F)C 6-(Imidazo[1,2-a]pyridin-7-yl)-5-(2-(3,3,3-trifluoro-2-methylpropyl)oxazol-5-yl)picolinonitril